9,9-dimethyl-2-nitro-9H-xanthene CC1(C2=CC=CC=C2OC=2C=CC(=CC12)[N+](=O)[O-])C